2,3-difluorophenyl-boronic acid FC1=C(C=CC=C1F)B(O)O